OC(C)(C)C=1N=CC(=NC1)N1C(O[C@]2(C1)C[C@@](C(CC2)=O)(C)CN2C=NC1=C2C=C(C=C1)C#N)=O 1-(((5S,7s)-3-(5-(2-hydroxy-prop-2-yl)pyrazin-2-yl)-7-methyl-2,8-dioxo-1-oxa-3-azaspiro[4.5]decan-7-yl)methyl)-1H-benzo[d]imidazole-6-carbonitrile